O1C[C@H]([C@@H]2[C@H]1OCC2)O (3S,3aR,6aS)-hexahydrofuro[2,3-b]furan-3-ol